C[Si](O[Si](O[Si](O[Si](O[Si](C1=CC=CC=C1)(C1=CC=CC=C1)C)(C1=CC=CC=C1)C)(C1=CC=CC=C1)C)(C1=CC=CC=C1)C)(C1=CC=CC=C1)C1=CC=CC=C1 1,3,5,7,9-pentamethyl-1,1,3,5,7,9,9-heptaphenylpentasiloxane